ClC1=C(SC=2C=CC=NC21)Cl dichloro-thienopyridine